tert-butyl 4-[2-[(10S)-4-(2-hydroxyphenyl)-1,5,6,8,12-pentazatricyclo[8.4.0.02,7]tetradeca-2,4,6-trien-12-yl]pyrimidin-4-yl]piperazine-1-carboxylate OC1=C(C=CC=C1)C=1C=C2N3CCN(C[C@@H]3CNC2=NN1)C1=NC=CC(=N1)N1CCN(CC1)C(=O)OC(C)(C)C